N-{(1R*,6R,7aR)-7,7-difluoro-1-hydroxy-3-oxo-2-[4-(2,4,6-trifluorophenyl)-1,2-benzoxazol-3-yl]hexahydro-1H-pyrrolo[1,2-c]imidazol-6-yl}methanesulfonamide FC1([C@@H](CN2C(N([C@@H]([C@@H]21)O)C2=NOC1=C2C(=CC=C1)C1=C(C=C(C=C1F)F)F)=O)NS(=O)(=O)C)F |o1:7|